C(#C)C1=CC=C(C(=O)N2C(CC2)=O)C=C1 1-(4-ethynylbenzoyl)azetidin-2-one